C(CCC)OOC(C)(C)C1=C(C=CC=C1)C(C)(C)OOCCCC di-(z-butylperoxyisopropyl)benzene